CN1NC(C=C1S(=O)(=O)N1CC2(C1)CN(C2)C[C@@H]2COCC2)C(F)(F)F 2-((2-methyl-5-(trifluoromethyl)-2,5-dihydro-1H-pyrazol-3-yl)sulfonyl)-6-(((R)-tetrahydrofuran-3-yl)methyl)-2,6-diazaspiro[3.3]heptane